C1(=CC=CC=C1)SC=1C=C(C=O)C=CC1 3-(phenylthio)benzaldehyde